(4-((3,6-dimethoxy-9H-carbazol-9-yl)methyl)phenethyl)phosphonic acid COC=1C=CC=2N(C3=CC=C(C=C3C2C1)OC)CC1=CC=C(CCP(O)(O)=O)C=C1